4-(4-(1H-tetrazol-5-yl)phenyl-aminocarbonyl)-2,5-dihydroxybenzoic acid N1N=NN=C1C1=CC=C(C=C1)NC(=O)C1=CC(=C(C(=O)O)C=C1O)O